6-Chloro-N-(6-cyclopropyl-2,5-difluoropyridin-3-yl)-1H-pyrrolo[2,3-b]pyridine-3-sulfonamide ClC1=CC=C2C(=N1)NC=C2S(=O)(=O)NC=2C(=NC(=C(C2)F)C2CC2)F